O=C1NC(CCC1N1C(C2=CC=CC(=C2C1)OCC=1N=NN(C1)CCC(=O)O)=O)=O 3-[4-[[2-(2,6-dioxo-3-piperidyl)-1-oxo-isoindolin-4-yl]oxymethyl]triazol-1-yl]propanoic acid